ClC1=CC=C(C=C1)[C@H](CC1=NOC(=N1)CN1N=CC(=C(C1=O)C)NC)O (S)-2-((3-(2-(4-chlorophenyl)-2-hydroxyethyl)-1,2,4-oxadiazol-5-yl)methyl)-4-methyl-5-(methylamino)pyridazin-3(2H)-one